N-(methoxysuccinyl)-L-alanyl-L-prolyl-L-valine p-nitroanilide [N+](=O)([O-])C1=CC=C(NC([C@@H](NC([C@H]2N(CCC2)C([C@@H](NC(C(CC(=O)O)OC)=O)C)=O)=O)C(C)C)=O)C=C1